C1(CCC1)N1C(=CC=2N=NC(=CC21)C2=C(C=CC=C2)O)C2CC1(CN(C1)C1=NOC(=C1)C(C(=O)N1[C@@H](C[C@H](C1)O)C(=O)O)C(C)C)C2 (2S,4r)-1-[2-(3-{6-[5-cyclobutyl-3-(2-hydroxyphenyl)pyrrolo[3,2-c]pyridazin-6-yl]-2-azaspiro[3.3]hept-2-yl}-1,2-oxazol-5-yl)-3-methylbutanoyl]-4-hydroxypyrrolidine-2-carboxylic acid